BrC1=CC=NC=2N(CCOCC21)C2=NC(N(C1=CC(=C(C=C21)Cl)O)C)=O (6-bromo-2,3-dihydropyrido[2,3-e][1,4]oxazepin-1(5H)-yl)-6-chloro-7-hydroxy-1-methylquinazolin-2(1H)-one